C(C)(C)(C)C1=CC=C(C=C1)C(C)(C)C1=NC(=C(C(=N1)C)C(=O)O)C 2-(2-(4-(tert-butyl)phenyl)propan-2-yl)-4,6-dimethylpyrimidine-5-carboxylic acid